N-[3-Fluoro-4-[[7-methoxy-6-(2-methoxyethoxy)-1,5-naphthyridin-4-yl]oxy]phenyl]-5-(4-fluorophenyl)-4-hydroxy-6-methylpyridine-3-carboxamide FC=1C=C(C=CC1OC1=CC=NC2=CC(=C(N=C12)OCCOC)OC)NC(=O)C=1C=NC(=C(C1O)C1=CC=C(C=C1)F)C